2,5-difluoro-4-methylthioaniline FC1=C(N)C=C(C(=C1)SC)F